3-cyclopropyl-1-[[2-(trimethylsilyl)ethoxy]methyl]pyrazolo[3,4-b]pyridin-5-ol C1(CC1)C1=NN(C2=NC=C(C=C21)O)COCC[Si](C)(C)C